(2R,3R,4R,5S,6R)-2-(acetoxymethyl)-6-isobutyltetrahydro-2H-pyran-3,4,5-triyltriacetate C(C)(=O)OC[C@@H]1O[C@@H]([C@H]([C@H]([C@H]1CC(=O)[O-])CC(=O)[O-])CC(=O)[O-])CC(C)C